FC(C(C(=O)OCC1=CC=CC=C1)(COCCC[C@H](C)OCC1=CC=C(C=C1)OC)O)(F)F Benzyl 3,3,3-trifluoro-2-hydroxy-2-[[(4S)-4-[(4-methoxyphenyl)methoxy]pentoxy]methyl]propanoate